4-{[3-(4-{[(3S,4R)-3-fluoro-1-methylpiperidin-4-yl]amino}-1-(2,2,2-trifluoroethyl)-1H-indol-2-yl)prop-2-yn-1-yl]amino}-N-[(2R)-1-hydroxypropan-2-yl]-3-methoxybenzamide F[C@H]1CN(CC[C@H]1NC1=C2C=C(N(C2=CC=C1)CC(F)(F)F)C#CCNC1=C(C=C(C(=O)N[C@@H](CO)C)C=C1)OC)C